C1(=CC=CC=C1)P(OCCC(C1=C(C=C(C=C1C)C)C)=O)([O-])=O (2,4,6-trimethyl benzoyl)-ethyl phenylphosphonate